FC=1C(=C(C(=NC1C1=CC(=CC=C1)C(F)(F)F)C(C)C)NC(=O)NS(=O)(=O)C1=C(N=C(S1)C(C)(C)O)CO)C(C)C [5-fluoro-2,4-bis(propan-2-yl)-6-[3-(trifluoromethyl)phenyl]pyridin-3-yl]-3-[[4-(hydroxymethyl)-2-(2-hydroxypropan-2-yl)-1,3-thiazol-5-yl]sulfonyl]urea